C(CCCCCCCCCCCCCCCCC)OC(CC(O)(C(=O)O)CC(=O)O)=O citric acid monostearyl ester